O[C@@H]1CC[C@H](C=2C=CC=NC12)C(=O)NCC1=C(C(=C(C=C1)F)F)F (5R,8R)-8-hydroxy-N-(2,3,4-trifluorobenzyl)-5,6,7,8-tetrahydro-quinoline-5-carboxamide